benzyl-((tert-butoxycarbonyl) (methyl) amino) piperidine-1-carboxylate N1(CCCCC1)C(=O)ON(CCC1=CC=CC=C1)C(=O)OC(C)(C)C